COC=1C=C(C=CC1)C=1N=C(N2C1C=CC=C2)[C@H]2CN(CCC2)C(=O)NC2=CC=C(C=C2)N(C(OC(C)(C)C)=O)C tert-butyl (R)-(4-(3-(1-(3-methoxyphenyl)imidazo[1,5-a]pyridin-3-yl)piperidine-1-carboxamido)phenyl)(methyl)carbamate